(±)-Ethyl-4-hydroxy-3-(6-morpholino-9H-purin-9-yl)tetrahydrothiophene-3-carboxylate C(C)OC(=O)C1(CSCC1O)N1C2=NC=NC(=C2N=C1)N1CCOCC1